C1(CC1)C=1N=CN(C1)C1=CC(=C(S1)F)C(=O)NC1=NC(=CC=C1)C=1N2C(=NN1)CC[C@@H]2C (S)-5-(4-cyclopropyl-1H-imidazol-1-yl)-2-fluoro-N-(6-(5-methyl-6,7-dihydro-5H-pyrrolo[2,1-c][1,2,4]triazol-3-yl)pyridin-2-yl)thiophene-3-carboxamide